C1=NC=CC=2NC=3C=C(C=CC3C21)C=2C=CC(=NC2)OCCOCCOCCOCCOCCOCC(=O)O 17-((5-(5H-pyrido[4,3-b]indol-7-yl)pyridin-2-yl)oxy)-3,6,9,12,15-pentaoxaheptadecane-1-oic acid